COC1=C(CC(N)C)C=C(C(=C1)CCC)OC 2,5-dimethoxy-4-propylamphetamine